(Z)-N-(3-Benzyl-4-(hydroxymethyl)thiazol-2(3H)-ylidene)-1H-pyrrolo[2,3-b]pyridine-4-carboxamide C(C1=CC=CC=C1)N1/C(/SC=C1CO)=N/C(=O)C=1C2=C(N=CC1)NC=C2